C1=CC(=CC=C1CCNCC2=CC(=C(C=C2)O)O)O The molecule is a phenethylamine alkaloid that is tyramine in which one of the amino hydrogens has been replaced by a 3,4-dihydroxybenzyl group. It has a role as a plant metabolite. It is a phenethylamine alkaloid, a polyphenol, a secondary amino compound and a member of catechols. It derives from a tyramine. It is a conjugate base of a norbelladine(1+).